(2S)-2-[[(2R,4R)-2,4-dimethylazetidine-1-carbonyl]amino]-4-[2-phenoxyethyl-[4-(5,6,7,8-tetrahydro-1,8-naphthyridin-2-yl)butyl]amino]butanoic acid C[C@H]1N([C@@H](C1)C)C(=O)N[C@H](C(=O)O)CCN(CCCCC1=NC=2NCCCC2C=C1)CCOC1=CC=CC=C1